7-(2-hydroxy-2-methylpropoxy)-5-(6-(4-((6-vinylpyridin-3-yl)oxy)piperidin-1-yl)pyridin-3-yl)imidazo[1,2-a]pyridine-3-carbonitrile OC(COC1=CC=2N(C(=C1)C=1C=NC(=CC1)N1CCC(CC1)OC=1C=NC(=CC1)C=C)C(=CN2)C#N)(C)C